N-(2-(3,3-dimethyl-2-(3-methoxycarbonylphenyl)cyclobut-1-en-1-yl)phenyl)acetamide CC1(C(=C(C1)C1=C(C=CC=C1)NC(C)=O)C1=CC(=CC=C1)C(=O)OC)C